C(C)C=1C(=CC=C2C=C(C=C(C12)C1=C(C=2N=C(N=C(C2C=N1)N1[C@H]([C@@H](CCC1)O)C)OC[C@]12CCCN2C[C@@H](C1)F)F)O)F (2s,3r)-1-(7-(8-ethyl-7-fluoro-3-hydroxynaphthalen-1-yl)-8-fluoro-2-(((2r,7as)-2-fluorohexahydro-1H-pyrrolizin-7a-yl)methoxy)pyrido[4,3-d]pyrimidin-4-yl)-2-methylpiperidin-3-ol